ClC1=CC=C(N=N1)NCC(C)(N)C N1-(6-Chloropyridazin-3-yl)-2-methylpropane-1,2-diamine